2,7-dilithio-9-(tert-butyldimethylsilyl)-9H-carbazole [Li]C1=CC=2N(C3=CC(=CC=C3C2C=C1)[Li])[Si](C)(C)C(C)(C)C